(S)-5-(4-Cyclopropyl-3-methyl-piperazin-1-yl)-2-((5-methyl-3-(6-methylpyridin-3-yl)isoxazol-4-yl)methyl)pyridazin-3(2H)-one C1(CC1)N1[C@H](CN(CC1)C1=CC(N(N=C1)CC=1C(=NOC1C)C=1C=NC(=CC1)C)=O)C